(2R)-N-(3-{2-[(3-methoxy-1-methyl-1H-pyrazol-4-yl)amino]pyrimidin-4-yl}-1H-indol-7-yl)-2-(4-methylpiperazin-1-yl)propanamide COC1=NN(C=C1NC1=NC=CC(=N1)C1=CNC2=C(C=CC=C12)NC([C@@H](C)N1CCN(CC1)C)=O)C